thioglycolic acid C(CS)(=O)O